7-bromo-2-(chloromethyl)-1-methyl-1H-imidazo[4,5-d]thieno[3,2-b]pyridin-4-amine BrC1=CC2=NC(=C3C(=C2S1)N(C(=N3)CCl)C)N